C1(CC1)CNC(C=1C=C(C=CC1)NC(=O)C1=CC(=NN1C=1C=C(CNC(OC(C)(C)C)=O)C=CC1)C(F)(F)F)C1=CC=C(C=C1)O tert-Butyl 3-(5-((3-(((cyclopropylmethyl)amino)(4-hydroxyphenyl)methyl)phenyl) carbamoyl)-3-(trifluoromethyl)-1H-pyrazol-1-yl)benzylcarbamate